5'-(2-(((1r,4r)-4-aminocyclohexyl)amino)-1-phenylethyl)-2',3'-dichloro-6-fluoro-5-(2-methoxyethoxy)-[1,1'-biphenyl]-2-carboxamide NC1CCC(CC1)NCC(C1=CC=CC=C1)C=1C=C(C(=C(C1)C=1C(=CC=C(C1F)OCCOC)C(=O)N)Cl)Cl